2,8-Difluoro-5-(piperazin-1-yl)-2,3-dihydro-1,4-benzodioxine FC1COC2=C(O1)C(=CC=C2N2CCNCC2)F